C(C)(C)(C)OC(=O)N1CCC(CC1)C=1C=NC(=CC1)N 4-(6-Aminopyridin-3-yl)piperidine-1-carboxylic acid tert-butyl ester